C(C1=CC=CC=C1)=NNC1=NC(NC=C1C)=S 4-benzylidenehydrazino-5-methylpyrimidine-2(1H)-thione